3-(dimethoxy(methyl)silyl)-N,N-diethyl-propane-1-amine CO[Si](CCCN(CC)CC)(C)OC